6-(2-(Piperidin-3-yl)-2H-1,2,3-triazol-4-yl)-4-(9H-purin-6-yl)-3,4-dihydro-2H-1,4-thiazine hydrochloride Cl.N1CC(CCC1)N1N=CC(=N1)C1=CN(CCS1)C1=C2N=CNC2=NC=N1